C(N)(=O)C12CN(C(CC1)CC2)C(=O)OCCCC Butyl 4-Carbamoyl-2-azabicyclo[2.2.2]octane-2-carboxylate